CC=1C=CC(=C(C(=O)OCC)C1)NS(=O)(=O)C1=CC=C(C=C1)C Ethyl 5-methyl-2-((4-methylphenyl)sulfonamido)benzoate